5-{[3-(4-{[(3S,4R)-3-fluoro-1-methylpiperidin-4-yl]amino}-1-(2,2,2-trifluoroethyl)-1H-indol-2-yl)prop-2-yn-1-yl]amino}-4-methoxy-N-methylpyridine-2-carboxamide F[C@H]1CN(CC[C@H]1NC1=C2C=C(N(C2=CC=C1)CC(F)(F)F)C#CCNC=1C(=CC(=NC1)C(=O)NC)OC)C